4-(4-(3-(5-fluoropyrimidin-2-yl)-3,8-diazabicyclo[3.2.1]octan-8-yl)-4-oxobutyl)phthalazin-1(2H)-one FC=1C=NC(=NC1)N1CC2CCC(C1)N2C(CCCC2=NNC(C1=CC=CC=C21)=O)=O